Tridecylmagnesium Bromide C(CCCCCCCCCCCC)[Mg]Br